C(C=C)(=O)NC=1C(=CC(=C(C1)NC1=NC=C(C(=N1)N1CC(C2=NC(=CC=C21)C#CC)(C)C)C(=O)OC(C)C)OC)N2CCN(CC2)C2CC2 isopropyl 2-((5-acrylamido-4-(4-cyclopropylpiperazin-1-yl)-2-methoxyphenyl)amino)-4-(3,3-dimethyl-5-(prop-1-yn-1-yl)-2,3-dihydro-1H-pyrrolo[3,2-b]pyridin-1-yl)pyrimidine-5-carboxylate